4-[3-(1-amino-3-hydroxypropyl)-[1,2,4]triazolo[4,3-a]pyridin-8-yl]-3-(5-cyclopropyl-2-methylpyrazol-3-yl)oxybenzonitrile NC(CCO)C1=NN=C2N1C=CC=C2C2=C(C=C(C#N)C=C2)OC=2N(N=C(C2)C2CC2)C